3-pyridazin-4-yl-1H-pyrazol N1=NC=C(C=C1)C1=NNC=C1